(S)-1-((S)-1-palmitoyl-pyrrolidine-2-carbonyl)pyrrolidine-2-carboxylic acid C(CCCCCCCCCCCCCCC)(=O)N1[C@@H](CCC1)C(=O)N1[C@@H](CCC1)C(=O)O